2-[1-(2-Imidazo[1,2-a]pyridin-3-yl-6-methyl-4-oxo-chromen-8-yl)ethylamino]benzoic acid N=1C=C(N2C1C=CC=C2)C=2OC1=C(C=C(C=C1C(C2)=O)C)C(C)NC2=C(C(=O)O)C=CC=C2